C(C)OC1=CC=C(CC2C=CC3=CC=CC=C23)C=C1 p-ethoxy-benzylindene